C(C1=CC=CC=C1)(=O)ON=C(C(=O)C1=CC=C(C=C1)SC1=CC=CC=C1)CCCCCC 1-[4-(phenylsulfanyl)phenyl]-1,2-octanedione-2-(O-benzoyl oxime)